ClC1=C(C=CC(=C1)Cl)C1=CC(=C(C=C1)CC)C1C(C(OC(C1=O)(C)C)(C)C)=O 4-(2',4'-dichloro-4-ethyl[1,1'-biphenyl]-3-yl)-2,2,6,6-tetramethyl-2H-pyran-3,5(4H,6H)-dione